FC1=C2C=NN(C2=CC=C1)CC12CC(C1)(C2)C(=O)O 3-((4-Fluoro-1H-indazol-1-yl)methyl)bicyclo[1.1.1]pentane-1-carboxylic acid